fluoro-deoxyadenosine F[C@@]1(C[C@H](O)[C@@H](CO)O1)N1C=NC=2C(N)=NC=NC12